O=C1[SiH2]C[SiH2]C([SiH2]C[SiH2]1)=O 1,3,5,7-tetrasila-2,6-dioxo-cyclooctane